N-((5-(tert-butyl)-2-methoxyphenyl)sulfonyl)-1-fluoro-5-(1H-pyrazol-1-yl)-2-naphth-amide C(C)(C)(C)C=1C=CC(=C(C1)S(=O)(=O)NC(=O)C1=C(C2=CC=CC(=C2C=C1)N1N=CC=C1)F)OC